N1(CCC1)C(=O)OC(NC1CC1)C(C)(C)C tert-butyl-[(cyclopropylamino) methyl] azetidine-1-carboxylate